C(C)(=O)O.C(C)(=O)O.CCCCCC hexane diacetate